CC1=C(N(C=C1C(=O)C=1C=NC(=CC1)C(F)(F)F)S(=O)(=O)C1=CC=C(C=C1)C)C(=O)OCC ethyl 3-methyl-1-(4-methylbenzenesulfonyl)-4-(6-(trifluoromethyl) pyridine-3-carbonyl)-1H-pyrrole-2-carboxylate